C(C)(C)(C)OC(CC[C@@H](C(=O)N)NC(=O)OCC1=CC=CC=C1)=O (4S)-5-amino-4-(benzyloxycarbonylamino)-5-oxo-pentanoic acid tert-butyl ester